BrC1=NN2C(N(C(=C(C2=O)N2CCN(CCC2)C(=O)OC(C)(C)C)CC)CC(=O)NC2=C(C=C(C=C2)C(F)(F)F)Cl)=N1 tert-Butyl 4-(2-bromo-4-(2-((2-chloro-4-(trifluoromethyl)phenyl)amino)-2-oxoethyl)-5-ethyl-7-oxo-4,7-dihydro-[1,2,4]triazolo[1,5-a]pyrimidin-6-yl)-1,4-diazepan-1-carboxylate